2-(tert-butoxycarbonylamino)-2-(4,4-difluorocyclohexyl)acetic acid C(C)(C)(C)OC(=O)NC(C(=O)O)C1CCC(CC1)(F)F